2-(2-(difluoromethyl)-5-(methoxy-d3)pyridin-4-yl)-4-(methyl-d3)benzoic acid FC(C1=NC=C(C(=C1)C1=C(C(=O)O)C=CC(=C1)C([2H])([2H])[2H])OC([2H])([2H])[2H])F